(R)-8-cyclopentyl-7-ethyl-2-{[1-(isobutylsulfonyl)-6-methoxyindol-5-yl]amino}-5-methyl-7,8-dihydropterin C1(CCCC1)N1C(CN(C=2C(N[C@](NC12)(N)NC=1C=C2C=CN(C2=CC1OC)S(=O)(=O)CC(C)C)=O)C)CC